(diphenyltriazinyl)[bis(dimethylfluorenyl)]Benzene C1(=CC=CC=C1)C1=C(C(=NN=N1)C=1C(=C(C=CC1)C1=C(C(=CC=2C3=CC=CC=C3CC12)C)C)C1=C(C(=CC=2C3=CC=CC=C3CC12)C)C)C1=CC=CC=C1